1-(benzofuran-2-ylmethyl)-4-(4-methoxyphenyl)piperazine O1C(=CC2=C1C=CC=C2)CN2CCN(CC2)C2=CC=C(C=C2)OC